3-(trifluoromethyl)-pyrrolidine FC(C1CNCC1)(F)F